ClC1=C(C=CC=C1Cl)N1N=CC(=C1C(F)(F)F)C(=O)NC1=CC(=NC=C1)C(F)(F)F 1-(2,3-dichlorophenyl)-5-(trifluoromethyl)-N-(2-(trifluoromethyl)pyridin-4-yl)-1H-pyrazole-4-carboxamide